(S)-2-(tert-Butoxycarbonylamino)alanine C(C)(C)(C)OC(=O)N[C@@](N)(C)C(=O)O